1-isopropyl-3-(4-(pyridin-2-yl)phenyl)-5-methyl-pyrazol-4-ol C(C)(C)N1N=C(C(=C1C)O)C1=CC=C(C=C1)C1=NC=CC=C1